(5-chlorothiophen-2-yl)methyl (5-methyl-1-(pyridin-4-yl)-1H-pyrazol-4-yl)carbamate CC1=C(C=NN1C1=CC=NC=C1)NC(OCC=1SC(=CC1)Cl)=O